3-fluoro-5-(1,2,4-triazol-4-yl)benzoic acid FC=1C=C(C(=O)O)C=C(C1)N1C=NN=C1